ClC1=NC(=C(C2=C1C=CS2)C2=CC=CC=C2)C2=C(C=CC=C2)OCCOC 4-chloro-6-[2-(2-methoxyethoxy)phenyl]-7-phenyl-thieno[3,2-c]pyridine